6-(4-(4-(3-(5-((2-Oxa-6-azaspiro[3.3]heptan-6-yl)methyl)-6-methoxypyridin-2-yl)-2-chlorophenyl)-3-methylpyridin-2-yl)-2-methoxybenzyl)-2-oxa-6-azaspiro[3.3]heptane C1OCC12CN(C2)CC=2C=CC(=NC2OC)C=2C(=C(C=CC2)C2=C(C(=NC=C2)C2=CC(=C(CN1CC3(COC3)C1)C=C2)OC)C)Cl